3-methoxy-4-(2-(2-oxoimidazolidin-1-yl)ethoxy)benzonitrile oxide COC=1C=C(C#[N+][O-])C=CC1OCCN1C(NCC1)=O